1-Ethyl-6-fluoro-4-methyl-indole C(C)N1C=CC2=C(C=C(C=C12)F)C